{6-[4-(3,5-Dimethyl-pyrazol-1-yl)-phenyl]-pyrimidin-4-yl}-[2-(7-fluoro-4-methoxy-2-methyl-indol-1-yl)-ethyl]-amine CC1=NN(C(=C1)C)C1=CC=C(C=C1)C1=CC(=NC=N1)NCCN1C(=CC2=C(C=CC(=C12)F)OC)C